3,3-dimethoxypropane-1-amine COC(CCN)OC